BrC1=CC=2C(N(CCC2S1)C)=O 2-bromo-5-methyl-6,7-dihydrothieno[3,2-c]pyridin-4-one